[Ti+4].[Fe+2].S(=O)(=O)([O-])[O-].S(=O)(=O)([O-])[O-].S(=O)(=O)([O-])[O-] sulfate iron-titanium